(Z)-6-((2,6-dimethylbenzyl)sulfonyl)-2-(4-(4-methylpiperazin-1-yl)benzylidene)-2H-benzo[b][1,4]thiazin-3(4H)-one CC1=C(CS(=O)(=O)C2=CC3=C(S\C(\C(N3)=O)=C/C3=CC=C(C=C3)N3CCN(CC3)C)C=C2)C(=CC=C1)C